1-[2-(5-{[(5-chlorothiophen-2-yl)methyl]amino}-1H-pyrazol-3-yl)pyrrolidin-1-yl]-2-(morpholin-4-yl)ethan-1-one ClC1=CC=C(S1)CNC1=CC(=NN1)C1N(CCC1)C(CN1CCOCC1)=O